CCC(C)N1N(C=C(C1C(F)F)C(=O)N)C 2-(3-butyl)-3-difluoromethyl-1-methyl-1H-pyrazole-4-carboxamide